tert-butyl (1R,5S,6s)-6-((R)-3-hydroxy-2-oxopyrrolidin-1-yl)-3-azabicyclo[3.1.0]hexane-3-carboxylate O[C@H]1C(N(CC1)C1[C@@H]2CN(C[C@H]12)C(=O)OC(C)(C)C)=O